3H-imidazo[4,5-b]Pyridine-2,5-d2 N1=C(NC2=NC(=CC=C21)[2H])[2H]